tert-butyl (4-methyl-5-(piperidin-4-yl)-4H-1,2,4-triazol-3-yl)carbamate CN1C(=NN=C1C1CCNCC1)NC(OC(C)(C)C)=O